2-(4-(difluoromethyl)-2,6-diisopropylphenyl)-N-(2-fluoro-4-(2-hydroxypropan-2-yl)phenylsulfonimidoyl)acetamide FC(C1=CC(=C(C(=C1)C(C)C)CC(=O)NS(=O)(=N)C1=C(C=C(C=C1)C(C)(C)O)F)C(C)C)F